tert-butyl N-[(1R)-1-[(S)-[4-tert-butyl-2-(1,3-dioxolan-2-yl)phenyl]-hydroxy-methyl]-3-methyl-butyl]carbamate C(C)(C)(C)C1=CC(=C(C=C1)[C@@H]([C@@H](CC(C)C)NC(OC(C)(C)C)=O)O)C1OCCO1